(2'S,7R)-2-(2,2-difluoroethyl)-1'-ethyl-2'-methyl-spiro[4,5-dihydrothieno[2,3-c]pyran-7,4'-piperidine] FC(CC1=CC2=C(S1)[C@@]1(C[C@@H](N(CC1)CC)C)OCC2)F